3-(5-Methyl-2-((tetrahydro-2H-pyran-4-yl)amino)pyrimidin-4-yl)-N-(pyridin-3-yl)imidazo[1,2-a]pyridin-6-amine CC=1C(=NC(=NC1)NC1CCOCC1)C1=CN=C2N1C=C(C=C2)NC=2C=NC=CC2